C1(=CC=CC=C1)NS(=O)(=O)O benzeneSulfamic acid